C(C)N=S(=O)(C)C=1C=CC2=C(C=C(O2)C(=O)OC)C1 methyl 5-(N-ethyl-S-methyl-sulfonimidoyl)benzofuran-2-carboxylate